N1=C(N=C(C=C1[2H])N)N pyrimidine-6-d-2,4-diamine